tin fluoroborate F[B-](F)(F)F.[Sn+4].F[B-](F)(F)F.F[B-](F)(F)F.F[B-](F)(F)F